S1SC=CC=2CC3=CC=CC=C3C(C12)=O Dithia-anthrone